C(C1=CC=CC=C1)N1C2=CC(=C(C=C2C=2[C@H](CCCC12)C(N)=O)OCCCC(=O)O)CC (S)-(+)-4-[(9-benzyl-4-carbamoyl-7-ethyl-1,2,3,4-tetrahydrocarbazol-6-yl)oxy]butanoic acid